C1(=CC=CC=C1)C1=NC(=NC(=N1)C1=CC=CC=C1)C1=C(C(=C(C(=C1N1C2=C(C=3C=CC=CC13)N=CC=C2)C2=CC(=NC(=C2)C2=CC=CC=C2)C2=CC=CC=C2)N2C1=C(C=3C=CC=CC23)N=CC=C1)N1C2=C(C=3C=CC=CC13)N=CC=C2)N2C1=C(C=3C=CC=CC23)N=CC=C1 5,5',5'',5'''-(4-(4,6-diphenyl-1,3,5-triazin-2-yl)-6-(2,6-diphenylpyridin-4-yl)benzene-1,2,3,5-tetrayl)tetrakis(5H-pyrido[3,2-b]indole)